phosphorthioamidate P([O-])([O-])(N)=S